C(C)OC1=NC=CC=C1C=1C=C(C=2N(N1)C(=NC2C(C)C)C)NCC2=NN(C=N2)C (2-ethoxy-3-pyridinyl)-5-isopropyl-7-methyl-N-[(1-methyl-1,2,4-triazol-3-yl)methyl]imidazo[1,5-b]pyridazin-4-amine